2-(pyridazin-4-yl)-thiazole-4-carboxamide N1=NC=C(C=C1)C=1SC=C(N1)C(=O)N